N-((S)-2-cyano-1-(4-(ethylsulfonyl)phenyl)ethyl)-4-((2S,4S)-2-((difluoromethoxy)methyl)-4-(4-(trifluoromethyl)phenoxy)pyrrolidin-1-yl)-2-methoxybenzamide C(#N)C[C@@H](C1=CC=C(C=C1)S(=O)(=O)CC)NC(C1=C(C=C(C=C1)N1[C@@H](C[C@@H](C1)OC1=CC=C(C=C1)C(F)(F)F)COC(F)F)OC)=O